BrC1=C(C(=O)C(=O)O)C=CC=C1Br 2,3-dibromobenzoyl-formic acid